C[C@@H]1CN(CCO1)C(=O)C=1C=C2C(=NC1)N(C=C2)C=2C=C(C(=O)N)C=CC2 (R)-3-(5-(2-methylmorpholine-4-carbonyl)-1H-pyrrolo[2,3-b]pyridin-1-yl)benzamide